C(C(=C)C)(=O)OCCOCCOCCOC(C(=C)C)=O triethylene glycol bismethacrylate